BrC=1C=C2C(=CC(=NC2=CC1)Cl)C1=CC(=CC=C1)O[Si](C(C)C)(C(C)C)C(C)C 6-bromo-2-chloro-4-(3-((triisopropylsilyl)oxy)phenyl)quinoline